tert-Butyl N-[(2-chlorocarbonylphenyl)methyl]-N-methyl-carbamate ClC(=O)C1=C(C=CC=C1)CN(C(OC(C)(C)C)=O)C